ClC=1C=C(C=CC1F)[C@@H](NC(=O)[C@H]1NC(NC1)=O)C1=NNC(=C1)C(F)(F)F |o1:8| (S)-N-((R or S)-(3-chloro-4-fluorophenyl)(5-(trifluoromethyl)-1H-pyrazol-3-yl)methyl)-2-oxoimidazolidine-4-carboxamide